tert-butyl (R)-3-((3-(((S)-chroman-4-yl)carbamoyl)phenyl)amino)-3-(5-(pyridin-4-yl)-4H-1,2,4-triazol-3-yl)pyrrolidine-1-carboxylate O1CC[C@@H](C2=CC=CC=C12)NC(=O)C=1C=C(C=CC1)N[C@]1(CN(CC1)C(=O)OC(C)(C)C)C1=NN=C(N1)C1=CC=NC=C1